CN([C@@H](CCN)C1=CSC=C1)C (S)-N1,N1-Dimethyl-1-(thiophen-3-yl)propane-1,3-diamine